Methyl (E)-2-[3-chloro-2-[[(Z)-[3-(4-fluorophenyl)-1-(methoxymethyl)prop-2-ynylidene]amino]oxymethyl]phenyl]-3-methoxy-prop-2-enoate ClC=1C(=C(C=CC1)/C(/C(=O)OC)=C\OC)CO\N=C(\C#CC1=CC=C(C=C1)F)/COC